Methyl (5-nitroquinolin-8-yloxy)methyl adipate C(CCCCC(=O)OCOC=1C=CC(=C2C=CC=NC12)[N+](=O)[O-])(=O)OC